N-((3R,4S)-3-Methyl-1-(methylsulfonyl)piperidin-4-yl)-5-(piperidin-1-yl)-6-(1H-pyrazol-4-yl)-[1,2,4]triazolo[1,5-a]pyridin-2-amine C[C@@H]1CN(CC[C@@H]1NC1=NN2C(C=CC(=C2N2CCCCC2)C=2C=NNC2)=N1)S(=O)(=O)C